CC(C)=C1CC=C(C1)C(C)=O 1-[4-(1-methylethylidene)-1-cyclopenten-1-yl]ethanone